4-(2-((1-((dimethylamino)methyl)cyclopropyl)methoxy)-4-(3-(3-methyl-1H-pyrazol-1-yl)piperidin-1-yl)-5,8-dihydropyrido[3,4-d]pyrimidin-7(6H)-yl)-5-ethyl-6-fluoronaphthalen-2-ol CN(C)CC1(CC1)COC=1N=C(C2=C(N1)CN(CC2)C2=CC(=CC1=CC=C(C(=C21)CC)F)O)N2CC(CCC2)N2N=C(C=C2)C